FC=1C=C(C=C(C1)F)C(=NNC([C@H](C)N1C(OC2=C(C1=O)N=CC=C2OC)=O)=O)C2=CC(=CC(=C2)F)F (S)-N'-(bis(3,5-difluorophenyl)methylene)-2-(8-methoxy-2,4-dioxo-2H-pyrido[2,3-e][1,3]oxazin-3(4H)-yl)propanehydrazide